6-(4-(hydroxymethyl)benzyl)-2,4-dimethyl-4H-thiazolo[5',4':4,5]pyrrolo[2,3-d]pyridazin-5(6H)-one OCC1=CC=C(CN2N=CC3=C(C2=O)N(C2=C3SC(=N2)C)C)C=C1